C(N)(=O)C1=NC=CC(=C1)CN1C[C@@H](CCC1)NC(OC(C)(C)C)=O tert-butyl (R)-(1-((2-carbamoylpyridin-4-yl)methyl)piperidin-3-yl)carbamate